C(C(CC)N)N 1,2-butylenediamine